ClC=1C=C(C=C(C1)O)N1C(N(C(C(=C1)C=1C=NC(=CC1)OC)=O)C=1C=NC=CC1)=O 1-(3-chloro-5-hydroxyphenyl)-5-(6-methoxypyridin-3-yl)-3-(pyridin-3-yl)pyrimidine-2,4(1H,3H)-dione